6-(azetidin-3-yloxy)-2-pyrrolo[1,2-c]pyrimidin-3-yl-quinoxalin-4-ol hydrochloride Cl.N1CC(C1)OC=1C=C2N(CC(=NC2=CC1)C1=CC=2N(C=N1)C=CC2)O